β-glycidoxyethyl-ethyl-dimethoxysilane C(C1CO1)OCC[Si](OC)(OC)CC